tert-butyl (S)-3-(methyl(6-methylquinolin-3-yl)amino)pyrrolidine-1-carboxylate CN([C@@H]1CN(CC1)C(=O)OC(C)(C)C)C=1C=NC2=CC=C(C=C2C1)C